F[C@@H](CCCCC(=O)NC1=CC=C(C=C1)NCC1=CC=C(C=C1)O)CF (6S)-6,7-Difluoro-N-(4-((4-hydroxybenzyl)amino)phenyl)heptanamid